CC(C)(C1=CC(=C(C(=C1)Br)OC(=O)C=C)Br)C2=CC(=C(C(=C2)Br)OC(=O)C=C)Br tetrabromobisphenol A diacrylate